C(C)(=O)NC1=NC=CC(=C1)OC1=C(C=C(C=C1)C=1N(C=C(N1)C(=O)N)C1=CC=C(C=C1)F)F (4-{[2-(acetylamino)pyridin-4-yl]oxy}-3-fluorophenyl)-1-(4-fluorophenyl)-1H-imidazole-4-carboxamide